Methyl 4-((3-chlorophenyl)amino)-3-methylisothiazolo[4,5-c]quinoline-7-carboxylate ClC=1C=C(C=CC1)NC1=NC=2C=C(C=CC2C2=C1C(=NS2)C)C(=O)OC